CC=1C(C(P(C1)(=O)C)(C)C)(C)C hexamethyl-oxophosphole